FC=1C=C2C(=C(/C(/C2=CC1)=C/C1=CC(=CC=C1)COC1=CC=CC=C1)C)CC(=O)O (Z)-2-(5-fluoro-2-methyl-1-(3-(phenoxymethyl)benzylidene)-1H-inden-3-yl)acetic acid